C1COC(C=2NCC3=C(C21)C=CS3)C=O 1,4,5,6-tetrahydro-2H-pyrano[3,4-b]thieno[3,2-d]pyridine-4-carbaldehyde